BrC1=CC=C(C=C1)CNCC1CC1 1-(4-bromophenyl)-N-(cyclopropylmethyl)methanamine